O=C1NC(CCC1N1C(C2=CC=CC(=C2C1)C#CC1CCN(CC1)C(CCCCC1=C(C#N)C=CC(=C1)OC1=CC2=C(B(OC2)O)C=C1)=O)=O)=O 2-(5-(4-((2-(2,6-Dioxopiperidin-3-yl)-1-oxoisoindolin-4-yl)ethynyl)piperidin-1-yl)-5-oxopentyl)-4-((1-hydroxy-1,3-dihydrobenzo[c][1,2]oxaborol-5-yl)oxy)benzonitrile